NC1C(C2=CC=CC=C2CC1)=O 2-amino-3,4-dihydro-1(2H)-naphthalenone